CC(CC(=O)NC1=NC(=CC=C1)C(=O)C1CCN(CC1)C)C 3-Methyl-N-[6-(1-methyl-piperidine-4-carbonyl)-pyridin-2-yl]-butanamide